P(=O)(OCCCC)(OCCCC)OCCOCCOP(=O)(OCCCC)OCCCC Tetrabutyl 3-oxapentane-1,5-diyl bisphosphate